2-(2-chloro-5-fluorophenyl)-1,3-oxazole-5-carboxamide ClC1=C(C=C(C=C1)F)C=1OC(=CN1)C(=O)N